methyl 4-hydroxy-7-phenoxy-3-isoquinolinecarboxylate OC1=C(N=CC2=CC(=CC=C12)OC1=CC=CC=C1)C(=O)OC